tert-butyl 7-(cyclopentanecarbonyl)-2,7-diazaspiro[4.4]nonane-2-carboxylate C1(CCCC1)C(=O)N1CC2(CCN(C2)C(=O)OC(C)(C)C)CC1